Ethyl 7-((4-(2-((((9H-fluoren-9-yl)methoxy)carbonyl)amino)ethyl)-2-(azidomethyl)benzyl)amino)-7-oxoheptanoate C1=CC=CC=2C3=CC=CC=C3C(C12)COC(=O)NCCC1=CC(=C(CNC(CCCCCC(=O)OCC)=O)C=C1)CN=[N+]=[N-]